N1=CN=CC2=C1C(=NC=C2)N pyrido[3,4-d]pyrimidin-8-amine